4-((7-Chloro-4-oxoquinazolin-3(4H)-yl)methyl)-1-(3-phenylpropanoyl)piperidine-4-carbonitrile ClC1=CC=C2C(N(C=NC2=C1)CC1(CCN(CC1)C(CCC1=CC=CC=C1)=O)C#N)=O